pentyl (22Z,25Z)-13-aminohentriaconta-22,25-dienoate NC(CCCCCCCCCCCC(=O)OCCCCC)CCCCCCCC\C=C/C\C=C/CCCCC